tert-butyl 5-[[4-[(2,6-dioxo-3-piperidinyl) oxy] phenyl] methyl]-2,5-diazaspiro[3.4]octane-2-carboxylate O=C1NC(CCC1OC1=CC=C(C=C1)CN1C2(CN(C2)C(=O)OC(C)(C)C)CCC1)=O